1-hydroxy-1-(4-methoxyphenyl)acetone phosphonate chromium [Cr+3].P([O-])([O-])=O.OC(C(=O)C)C1=CC=C(C=C1)OC.P([O-])([O-])=O.P([O-])([O-])=O.[Cr+3]